ON=C1C([C@@](C2=CC=C3[C@]4(CC[C@]5(CC[C@](C[C@H]5[C@@]4(CC[C@]3(C2=C1)C)C)(C(=O)O)C)C)C)(C)OC)=O (2R,4aS,6aS,9S,12bR,14aS,14bR)-11-(hydroxyimino)-9-methoxy-2,4a,6a,9,12b,14a-hexamethyl-10-oxo-1,2,3,4,4a,5,6,6a,9,10,11,12b,13,14,14a,14b-hexadecahydropicene-2-carboxylic acid